2-chloro-5-fluoro-1H-indole-3-carboxaldehyde ClC=1NC2=CC=C(C=C2C1C=O)F